(S)-3-((6-chloro-4-(1-ethoxyvinyl)-2,7-naphthyridin-1-yl)oxy)pyrrolidine ClC=1C=C2C(=CN=C(C2=CN1)O[C@@H]1CNCC1)C(=C)OCC